7-hydroxy-1,2,3,4-tetrahydroisoquinoline OC1=CC=C2CCNCC2=C1